6-(6-(2-hydroxypropan-2-yl)pyridin-3-yl)-4-phenethyl-3,4-dihydropyrazino[2,3-b]pyrazin-2(1H)-one OC(C)(C)C1=CC=C(C=N1)C=1N=C2C(=NC1)NC(CN2CCC2=CC=CC=C2)=O